6-nitro-7-fluoro-2,3,4,9-tetrahydrocarbazole [N+](=O)([O-])C=1C=C2C=3CCCCC3NC2=CC1F